N-(1-(((7-(8-ethynyl-7-fluoro-3-hydroxynaphthalen-1-yl)-8-fluoro-2-((tetrahydro-1H-pyrrolizin-7a(5H)-yl)methoxy)pyrido[4,3-d]pyrimidin-4-yl)amino)methyl)cyclopentyl)-N-methylacrylamide C(#C)C=1C(=CC=C2C=C(C=C(C12)C1=C(C=2N=C(N=C(C2C=N1)NCC1(CCCC1)N(C(C=C)=O)C)OCC12CCCN2CCC1)F)O)F